FC1=C(C=CC=C1/C(/N)=N/O)C(C1(CN(C1)C(=O)OC(C)(C)C)C)(C1=CC=C(C=C1)C(C)C)O tert-butyl (Z)-3-((2-fluoro-3-(N'-hydroxycarbamimidoyl)phenyl)(hydroxy)(4-isopropylphenyl)methyl)-3-methylazetidine-1-carboxylate